(S)-2-(4-(2-((4-chloro-2-fluorobenzyl)oxy)pyridin-3-yl)-3-fluorobenzyl)-1-(oxetan-2-ylmethyl)-1H-benzo[d]imidazole-6-carboxylic acid ClC1=CC(=C(COC2=NC=CC=C2C2=C(C=C(CC3=NC4=C(N3C[C@H]3OCC3)C=C(C=C4)C(=O)O)C=C2)F)C=C1)F